(9H-fluoren-9-yl)methyl ((2S)-1-hydroxy-3-(((benzyloxy)(hydroxy)phosphoryl)oxy)-1-oxopropan-2-yl)carbamate OC([C@H](COP(=O)(O)OCC1=CC=CC=C1)NC(OCC1C2=CC=CC=C2C=2C=CC=CC12)=O)=O